C(C1=CC=CC=C1)(C1=CC=CC=C1)[C@H]1N2CCC(C1)CC2 (2S)-2-benzhydryl-quinuclidine